2-(5-(2-((2-(2-amino-1H-Benzimidazol-1-yl)ethyl)(tert-butoxycarbonyl)amino)ethoxy)-1-methyl-1H-pyrazol-4-yl)-6-methylisonicotinic acid methyl ester COC(C1=CC(=NC(=C1)C)C=1C=NN(C1OCCN(C(=O)OC(C)(C)C)CCN1C(=NC2=C1C=CC=C2)N)C)=O